OC(CO[C@@H]1CC[C@H](CC1)NC(C1=CC=C(C=C1)C1=NC(=CC2=C1C=CO2)C)=O)(C)C N-[trans-4-(2-hydroxy-2-methylpropoxy)cyclohexyl]-4-(6-methylfuro[3,2-c]pyridin-4-yl)benzamide